trans-3-fluoro-5-((S)-2-(4-((5-fluoro-1H-benzo[d]imidazol-1-yl)methyl)cyclohexane-1-carbonyl)isoxazolidin-3-yl)benzonitrile FC=1C=C(C#N)C=C(C1)[C@H]1N(OCC1)C(=O)[C@@H]1CC[C@H](CC1)CN1C=NC2=C1C=CC(=C2)F